Neodymium phosphate P(=O)([O-])([O-])[O-].[Nd+3]